C(C)S(=O)(=O)C=1C(=NC(=NC1)C1=NC=CC=N1)C=1N(C(=CN1)C1=CC=C(C=C1)OC(F)(F)F)C 5-(ethylsulfonyl)-4-(1-methyl-5-(4-(trifluoromethoxy)phenyl)-1H-imidazol-2-yl)-2,2'-bipyrimidine